silver-zinc biguanide NC(=N)NC(=N)N.[Zn].[Ag]